5H-pyrrolo[2,3-D]pyrimidine N1=CN=CC2=C1N=CC2